1-Cyclopentyl-N-((2-(4'-fluoro-2'-(4-methyl-4H-1,2,4-triazol-3-yl)-[1,1'-biphenyl]-3-yl)-7-(trifluoromethyl)benzo[d]oxazol-5-yl)methyl)methanamine C1(CCCC1)CNCC=1C=C(C2=C(N=C(O2)C=2C=C(C=CC2)C2=C(C=C(C=C2)F)C2=NN=CN2C)C1)C(F)(F)F